NC=1C2=C(N=CN1)N(C(=C2C2=CC=C(C=C2)OC2=CC=CC=C2)C#CC2CN(C2)C(\C=C\CN(C)C)=O)C2CC(N(C2)C)=O (E)-4-(4-amino-6-((1-(4-(dimethylamino)but-2-enoyl)azetidin-3-yl)ethynyl)-5-(4-phenoxyphenyl)-7H-pyrrolo[2,3-d]pyrimidin-7-yl)-1-methylpyrrolidin-2-one